1-(6-aminopyridin-2-yl)-5,5-dimethylpyrrolidin-3-ol NC1=CC=CC(=N1)N1CC(CC1(C)C)O